O=C(CC(C(=O)OC)C(=O)OC)C1=CC=C(C=C1)OC(F)(F)F dimethyl {2-oxo-2-[4-(trifluoromethoxy)phenyl]ethyl}malonate